1-methoxypropan-2-yl-(2-{2-chloro-4-chloro-5-[3-methyl-2,6-dioxo-4-(trichloromethyl)-3,6-dihydropyrimidin-1(2H)-yl]phenoxy}phenoxy) acetate C(C)(=O)OOC1=C(C(=CC=C1)C(COC)C)OC1=C(C=C(C(=C1)N1C(N(C(=CC1=O)C(Cl)(Cl)Cl)C)=O)Cl)Cl